(2E,2'E,2''E)-2,2',2''-(cyclopropane-1,2,3-triylidene)tris(2-(2,3,5-trifluoro-6-(trifluoromethyl)pyridin-4-yl)acetonitrile) C1(C(C1=C(C#N)C1=C(C(=NC(=C1F)C(F)(F)F)F)F)=C(C#N)C1=C(C(=NC(=C1F)C(F)(F)F)F)F)=C(C#N)C1=C(C(=NC(=C1F)C(F)(F)F)F)F